((R)-2-(isopropylamino)-4-phenylbutyryl)-L-alanine methyl ester COC([C@@H](NC([C@@H](CCC1=CC=CC=C1)NC(C)C)=O)C)=O